3,5-bis-(tert-butyldimethylsilyloxymethyl)-1-p-methylbenzenesulfonylaminobenzene [Si](C)(C)(C(C)(C)C)OCC=1C=C(C=C(C1)CO[Si](C)(C)C(C)(C)C)NS(=O)(=O)C1=CC=C(C=C1)C